ClC1=C(C(=O)NC2=C3C=NN(C3=CC=C2)C=2SC=CN2)C(=CC=C1CNC(C(C)(C)C)=O)Cl 2,6-dichloro-3-{[(2,2-dimethylpropanoyl)amino]methyl}-N-[1-(1,3-thiazol-2-yl)-1H-indazole-4-yl]benzamide